O.C(C)(C)(C)OC(=O)N1CCCCC1 piperidine-1-carboxylic acid tert-butyl ester hydrate